[N+](=O)([O-])C1=CC=C(C=C1)C1=NN=C(O1)C(=O)OC methyl 5-(4-nitrophenyl)-1,3,4-oxadiazole-2-carboxylate